CNC(CC1=CC(=CC=C1)NC1C2=C(C=3N(CC1)N=NC3C)C=CC(=C2)C=2C=NN(C2)C)=O N-methyl-2-(3-((1-methyl-9-(1-methyl-1H-pyrazol-4-yl)-6,7-dihydro-5H-benzo[c][1,2,3]triazolo[1,5-a]azepin-7-yl)amino)phenyl)acetamide